N-((E)-18-(4-azido-3-cyanophenyl)-16-oxo-3,6,9,12-tetraoxa-15-azanonadec-17-en-1-yl)-5-((3aS,4S,6aR)-2-oxohexahydro-1H-thieno[3,4-d]imidazol-4-yl)pentanamide N(=[N+]=[N-])C1=C(C=C(C=C1)/C(=C/C(NCCOCCOCCOCCOCCNC(CCCC[C@@H]1SC[C@@H]2NC(N[C@@H]21)=O)=O)=O)/C)C#N